(1R)-1-(3-{1,1-difluoro-2-[(triethylsilyl)oxy]butyl}-2-fluorophenyl)ethan-1-amine FC(C(CC)O[Si](CC)(CC)CC)(F)C=1C(=C(C=CC1)[C@@H](C)N)F